tert-Butyl (R)-4-(2-(3-(3-((4-bromo-2-ethoxybenzyl)(cyclopropyl)carbamoyl)piperidin-1-yl)phenoxy)-2-methylpropanoyl)piperazine-1-carboxylate BrC1=CC(=C(CN(C(=O)[C@H]2CN(CCC2)C=2C=C(OC(C(=O)N3CCN(CC3)C(=O)OC(C)(C)C)(C)C)C=CC2)C2CC2)C=C1)OCC